Pentyl Sulfide C(CCCC)SCCCCC